6-chloro-4-(2-methoxyphenyl)nicotinic acid ethyl ester C(C)OC(C1=CN=C(C=C1C1=C(C=CC=C1)OC)Cl)=O